2-ethylpropane-1,2,3-triyl tris((3-(isocyanatomethyl)phenyl)carbamate) N(=C=O)CC=1C=C(C=CC1)NC(OCC(COC(NC1=CC(=CC=C1)CN=C=O)=O)(CC)OC(NC1=CC(=CC=C1)CN=C=O)=O)=O